2-fluoro-4-(1-(1-methyl-1H-indazol-5-yl)-3-((quinuclidin-4-ylmethyl)amino)-1H-pyrazol-5-yl)benzonitrile FC1=C(C#N)C=CC(=C1)C1=CC(=NN1C=1C=C2C=NN(C2=CC1)C)NCC12CCN(CC1)CC2